(R)-1-(2,5-difluoropyridin-3-yl)ethyl (4-(5-(3-(difluoromethyl)oxetane-3-carboxamido)pyridin-2-yl)-1-methyl-1H-1,2,3-triazol-5-yl)carbamate FC(C1(COC1)C(=O)NC=1C=CC(=NC1)C=1N=NN(C1NC(O[C@H](C)C=1C(=NC=C(C1)F)F)=O)C)F